(S)-4-(difluoromethyl)-N-(2-(3,4-dimethylpiperazin-1-yl)-4-fluoro-5-(1-(pyrrolidine-1-carbonyl)-2,5-dihydro-1H-pyrrol-3-yl)phenyl)-6-oxo-1,6-dihydropyridine-3-carboxamide FC(C=1C(=CNC(C1)=O)C(=O)NC1=C(C=C(C(=C1)C=1CN(CC1)C(=O)N1CCCC1)F)N1C[C@@H](N(CC1)C)C)F